O[C@@H]1[C@H](CN(CC1)C)CC1=CC(=C2CN(C(C2=C1)=O)C1=CC(=CC=C1)C1(COC1)CC1=NN=CN1C)C(F)(F)F 6-(((3S,4S)-4-hydroxy-1-methylpiperidin-3-yl)methyl)-2-(3-(3-((4-methyl-4H-1,2,4-triazol-3-yl)methyl)oxetan-3-yl)phenyl)-4-(trifluoromethyl)isoindolin-1-one